1,3-dimethyl-1,4,5,6-tetrahydropyrimidinium C[NH+]1CN(CCC1)C